N[C@]1(CN(C[C@@H]1CCCB1OC(C(O1)(C)C)(C)C)S(N[C@H]1[C@@H](C1)NC(=O)OC(C)(C)C)(=O)=O)C(=O)O |&1:20,21| (3R,4S)-3-amino-1-(N-((rac)-trans-2-((tert-butoxycarbonyl)amino)cyclopropyl)sulfamoyl)-4-(3-(4,4,5,5-tetramethyl-1,3,2-dioxaborolan-2-yl)propyl)pyrrolidine-3-carboxylic acid